neopentyl ((((1S,4R)-3-oxo-1-azabicyclo[2.2.1]heptan-2-yl)methoxy)(phenoxy)phosphoryl)-L-alaninate O=C1C(N2CC[C@@H]1C2)COP(=O)(OC2=CC=CC=C2)N[C@@H](C)C(=O)OCC(C)(C)C